C1=CC=CC=2C3=CC=CC=C3C(C12)COC(=O)N([C@@H](C(=O)O)CC1=C(C=CC=C1)Cl)C (R)-2-((((9H-fluoren-9-yl)methoxy)carbonyl)(methyl)amino)-3-(2-chlorophenyl)propanoic acid